tert-butyl (S)-(2-(2-cyano-4,4-difluoropyrrolidin-1-yl)-2-oxoethyl)carbamate C(#N)[C@H]1N(CC(C1)(F)F)C(CNC(OC(C)(C)C)=O)=O